(2S)-2-[[(2S)-2-amino-4-[5-[bis(2-chloroethyl)amino]-1-methyl-benzimidazol-2-yl]butanoyl]amino]-3-(4-fluorophenyl)propanoic acid N[C@H](C(=O)N[C@H](C(=O)O)CC1=CC=C(C=C1)F)CCC1=NC2=C(N1C)C=CC(=C2)N(CCCl)CCCl